5-chloro-6-nitroquinazoline ClC1=C2C=NC=NC2=CC=C1[N+](=O)[O-]